CC1(C2CC(C(C1C)C2)C2CCCCC2)C 3-[5,5,6-trimethyl-bicyclo[2.2.1]hept-2-yl]cyclohexan